8,9-difluoropyrido[2',3':4,5]pyrimido[1,2-a]indol-5(11H)-one FC=1C(=CC=2CC=3N(C2C1)C(C1=C(N3)N=CC=C1)=O)F